(S)-(+)-2-(4-isobutylphenyl)propionate C(C(C)C)C1=CC=C(C=C1)[C@@H](C(=O)[O-])C